[Si](C)(C)(C(C)(C)C)C[Si](Cl)(C)C(C)(C)C TBDMS(tert-butyldimethylchlorosilane)